NCC=1C=C(C=CC1)C=1C=C(C2=C(C(=CO2)COC2=C(C=CC=C2)CC(=O)O)C1)C1CC1 2-(2-((5-(3-(aminomethyl)phenyl)-7-cyclopropylbenzofuran-3-yl)methoxy)phenyl)acetic acid